[3-(1-amino-4-methylphthalazin-6-yl)-4-(trifluoromethoxy)phenyl]boronic acid NC1=NN=C(C2=CC(=CC=C12)C=1C=C(C=CC1OC(F)(F)F)B(O)O)C